tert-butyl (1R,5S,7r)-7-(3-(2-(methoxymethoxy)phenyl)-7-((2-(trimethylsilyl)ethoxy)methyl)-7H-pyrrolo[2,3-c]pyridazin-6-yl)-3-oxa-9-azabicyclo[3.3.1]nonane-9-carboxylate COCOC1=C(C=CC=C1)C1=CC2=C(N=N1)N(C(=C2)C2C[C@H]1COC[C@@H](C2)N1C(=O)OC(C)(C)C)COCC[Si](C)(C)C